FC(C(=O)[O-])(F)F.FC(C(=O)[O-])(F)F.C1(=CC=C(C=C1)P(C1=CC=C(C=C1)C)C1=CC=C(C=C1)C)C.C1(=CC=C(C=C1)P(C1=CC=C(C=C1)C)C1=CC=C(C=C1)C)C.[Pd+2] palladium (II) bis(tri-p-tolylphosphine) bis(trifluoroacetate)